2'-((3-(methylthio)-1H-pyrazol-4-yl)amino)spiro[cyclopropane-1,5'-pyrrolo[2,3-d]pyrimidin]-6'(7'H)-one CSC1=NNC=C1NC=1N=CC2=C(N1)NC(C21CC1)=O